CC1(C=2C=CC=CC2OC=2C3=C(C=CC12)C1=C(O3)C(=CC=C1)C1=NC=CC(=C1)C(C)C)C 2-(7,7-dimethyl-7H-benzofuro[3,2-c]xanthen-1-yl)-4-isopropylpyridine